O1CC(C1)N1N=CC(=C1)C=1C=C(C=O)C=CC1 3-(1-(oxetan-3-yl)-1H-pyrazol-4-yl)benzaldehyde